6-[5-(1-[(2Z)-2-(aminomethyl)-3-fluoroprop-2-en-1-yl]-5-oxo-1,5-dihydro-4H-1,2,4-triazol-4-ylmethyl)thiophen-2-yl]-8-methyl-3,4-dihydroquinolin-2(1H)-one hydrochloride Cl.NC/C(/CN1N=CN(C1=O)CC1=CC=C(S1)C=1C=C2CCC(NC2=C(C1)C)=O)=C/F